3-(4-tert-butylcyclohexyl)amino-2-methylpropane-1-sulfonic acid C(C)(C)(C)C1CCC(CC1)NCC(CS(=O)(=O)O)C